N-(3-chloropyridin-2-yl)-N-(1-ethylpiperidin-3-yl)benzamide ClC=1C(=NC=CC1)N(C(C1=CC=CC=C1)=O)C1CN(CCC1)CC